C(N)(=O)C(CN1C(C=2C=CC3=C(C2C1)C=C(C=C3)C=3C=C(C(=O)NC)C=C(C3)OC(F)(F)F)=O)=C 3-[2-(2-carbamoylallyl)-3-oxo-1H-benzo[e]isoindol-8-yl]-N-methyl-5-(trifluoromethoxy)benzamide